F[C@@H]1[C@@H]([C@H]2CN([C@@]1(C2)C)C)N(C2=CC=C(N=N2)C2=C(C=C(C=C2)C2=CC(=NC=C2)OC([2H])([2H])[2H])O)C 2-(6-(((1R,4R,5R,6R)-6-fluoro-1,2-dimethyl-2-azabicyclo[2.2.1]heptan-5-yl)(methyl)amino)pyridazin-3-yl)-5-(2-(methoxy-d3)pyridin-4-yl)phenol